C1(=CC=CC=C1)N1C2=CC=CC=C2C=2C=C(C=CC12)C1=CC=C(C=C1)N(C1=CC=2C(C3=CC=CC=C3C2C=C1)(C)C)C1=CC=2C(C3=CC=CC=C3C2C=C1)(C)C N-[4-(9-phenyl-9H-carbazol-3-yl)phenyl]-bis(9,9-dimethyl-9H-Fluoren-2-yl)amine